cis-4-Octen CCC\C=C/CCC